4-(3-methyl-4-(methylsulfonyl)phenyl)-1-(tetrahydro-2H-pyran-2-yl)-3-(thiophen-3-yl)-1H-pyrazolo[4,3-c]pyridine CC=1C=C(C=CC1S(=O)(=O)C)C1=NC=CC2=C1C(=NN2C2OCCCC2)C2=CSC=C2